N[S@](=NC(CC=1C(=C2COCC2=CC1C(C)C)C(C)C)=O)(=O)C1=CN=C(S1)C(CO)(C)O (R)-N-(amino(2-(1,2-dihydroxypropan-2-yl)thiazol-5-yl)(oxo)-λ6-sulfaneylidene)-2-(4,6-diisopropyl-1,3-dihydroisobenzofuran-5-yl)acetamide